2,5-bis(trifluoromethyl)benzoic acid FC(C1=C(C(=O)O)C=C(C=C1)C(F)(F)F)(F)F